ethyl 2-fluoro-4-(trifluoromethyl)benzoate FC1=C(C(=O)OCC)C=CC(=C1)C(F)(F)F